BrC1=CC(=C(C=C1)NC(CNC(OC(C)(C)C)=O)=O)NCCO tert-butyl (2-((4-bromo-2-((2-hydroxyethyl)amino)phenyl)amino)-2-oxoethyl)carbamate